3-(4-((2-ethyl-1H-imidazol-1-yl)methyl)phenyl)-5-isobutyl-4-methylthiophene-2-sulfonamide C(C)C=1N(C=CN1)CC1=CC=C(C=C1)C1=C(SC(=C1C)CC(C)C)S(=O)(=O)N